(R)-N-(1-cyanopyrrolidin-3-yl)-3-fluoro-5-(imidazo[1,2-a]pyridin-6-yl)pyridineamide C(#N)N1C[C@@H](CC1)NC(=O)C1=NC=C(C=C1F)C=1C=CC=2N(C1)C=CN2